C(#N)C=1C=C(C=C(C1N[C@@H](CSC1=CC=C(C=C1)F)CCN(C)C)F)S(=O)(=O)NC(=O)C1(CCCCC1)F (R)-N-((3-CYANO-4-((4-(DIMETHYLAMINO)-1-((4-FLUOROPHENYL)THIO)BUTAN-2-YL)AMINO)-5-FLUOROPHENYL)SULFONYL)-1-FLUOROCYCLOHEXANE-1-CARBOXAMIDE